ClC1=NC=C(C(=N1)C=1C=C(C2=C(N(C(=N2)C)C2CC2)C1)F)F 6-(2-Chloro-5-fluoro-pyrimidin-4-yl)-1-cyclopropyl-4-fluoro-2-methylbenzimidazole